NC=1C2=C(N=CN1)N(C=C2C2=NN(C=C2)S(=O)(=O)C)[C@H]2[C@@H]([C@@H]([C@H](C2)CNCCCNCCC2=CC=CC=C2)O)O (1R,2S,3R,5R)-3-(4-Amino-5-(1-(methylsulfonyl)-1H-pyrazol-3-yl)-7H-pyrrolo[2,3-d]pyrimidin-7-yl)-5-(((3-(phenethylamino)propyl)amino)methyl)cyclopentane-1,2-diol